3-amino-4,6-dichloropyridinenitrile 4-((3-methacrylamidopropyl)dimethylammonio)butane-1-sulfonate C(C(=C)C)(=O)NCCC[N+](CCCCS(=O)(=O)[O-])(C)C.NC=1C(=NC(=CC1Cl)Cl)C#N